C(C)(C)(C)OC(N[C@H]1CS(C2=C(N(C1=O)CC1=CC=C(C=C1)Cl)C=C(C(=C2)F)C=2SC(=NN2)C(C)(C)C)(=O)=O)=O N-[(3R)-7-(5-tert-butyl-1,3,4-thiadiazol-2-yl)-5-(4-chlorobenzyl)-8-fluoro-1,1,4-triketo-2,3-dihydro-1λ6,5-benzothiazepin-3-yl]carbamic acid tert-butyl ester